5-oxopentyl (S)-2-hydroxy-2-phenylacetate O[C@H](C(=O)OCCCCC=O)C1=CC=CC=C1